BrC=1C=CC(=C(C1)NCCCN)S(=O)(=O)C N1-(5-bromo-2-(methylsulfonyl)phenyl)propane-1,3-diamine